ClC=1C=C(C=NC1)C#CC=1N=C(N(C1C)C=1C=NC(=CC1)C)C(=O)N 4-[2-(5-Chloro-3-pyridyl)ethynyl]-5-methyl-1-(6-methyl-3-pyridyl)imidazole-2-carboxamide